2-(4-chloro-3-fluorophenoxy)-N-(piperazin-1-yl)acetamide dihydrochloride Cl.Cl.ClC1=C(C=C(OCC(=O)NN2CCNCC2)C=C1)F